C[Si](OC1=CC=CC=C1)(OC1=CC=CC=C1)CCC Methylpropyldiphenyloxysilane